1-methyl-3H-imidazol-1-ium chloride [Cl-].C[N+]1=CNC=C1